C1(=CC=C(C=C1)CN1C(=NC=2N(C(N(C(C12)=O)C)=O)C)NC(CCCC#C)=O)C1=CC=CC=C1 N-(7-([1,1'-biphenyl]-4-ylmethyl)-1,3-dimethyl-2,6-dioxo-2,3,6,7-tetrahydro-1H-purin-8-yl)hex-5-ynamide